N-(5-methoxy-4-((6-methyl-2-(tetrahydrofuran-3-yl)pyrimidin-4-yl)amino)pyridin-2-yl)acetamide COC=1C(=CC(=NC1)NC(C)=O)NC1=NC(=NC(=C1)C)C1COCC1